5-[[2-[(2S,5R)-2-(3,4-Dichlorophenyl)-5-methyl-1-piperidyl]-2-oxo-acetyl]amino]pyridine-3-carboxamide ClC=1C=C(C=CC1Cl)[C@H]1N(C[C@@H](CC1)C)C(C(=O)NC=1C=C(C=NC1)C(=O)N)=O